C(C)(C)(C)C=1C=C(C=C(C1O)C(C)(C)C)CCC(=O)[O-] β-(3,5-di-tert-butyl-4-hydroxyphenyl)propionate